FC1=C(CN2C(C3=NC=CC=C3C2=O)([2H])[2H])C(=CC(=C1)C=1C2=CN(N=C2C=C(C1)OC([2H])([2H])[2H])C([2H])([2H])[2H])F 6-(2,6-difluoro-4-(6-(methoxy-d3)-2-(methyl-d3)-2H-indazol-4-yl)benzyl)-6,7-dihydro-5H-pyrrolo[3,4-b]pyridin-5-one-7,7-d2